(4S)-7,8-dichloro-6-(2,6-difluorophenyl)-4-methyl-4H-[1,2,4]triazolo[1,5-a][1,4]benzodiazepine-2-Formaldehyde ClC1=C(C=CC2=C1C(=N[C@H](C=1N2N=C(N1)C=O)C)C1=C(C=CC=C1F)F)Cl